NC1(C(C1)C1=CC=CC=C1)C(=O)NC1=CC=C(C=C1)S(NC(C)(C)C)(=O)=O 1-amino-N-(4-(N-tert-butylsulfamoyl)phenyl)-2-phenylcyclopropanecarboxamide